(R)-2-(2-((2-(3-methylisoquinolin-1-yl)propan-2-yl)amino)-2-oxoethyl)pyrrolidine-1-carboxylic acid tert-butyl ester C(C)(C)(C)OC(=O)N1[C@H](CCC1)CC(=O)NC(C)(C)C1=NC(=CC2=CC=CC=C12)C